1-(oxetan-3-yl)-1H-pyrazolo[3,4-b]Pyrazine O1CC(C1)N1N=CC=2C1=NC=CN2